5-[(3S,5R)-3-methyl-5-[1-(4-piperazin-1-ylphenyl)ethylamino]-1-piperidyl]quinoline-8-carbonitrile C[C@@H]1CN(C[C@@H](C1)NC(C)C1=CC=C(C=C1)N1CCNCC1)C1=C2C=CC=NC2=C(C=C1)C#N